OC=1C=C(C=CC1)CCN[C@@H](C(=O)N[C@@H](C)C(=O)O)CCC1=CC=CC=C1 ((R)-2-((3-hydroxyphenylethyl)amino)-4-phenylbutyryl)-L-alanine